ClC1=NC=CC(=N1)C1=NC=CC=C1O 2-(2-Chloropyrimidin-4-yl)pyridin-3-ol